(6s,9S)-5-oxo-4,8-diazadispiro[2.2.46.23]dodecane O=C1NC2(CC2)CC[C@]12CNCC2